C12=CCCCC2CCCC1 BICYCLO[4.4.0]DECEN